C(CCCC)OC1=C(C(=CC=C1)F)F 2,3-difluorophenyl amyl ether